ClC1=C(C#N)C=C(C(=C1)O)C=1C(=NC=CC1)OC 2-chloro-4-hydroxy-5-(2-methoxy-3-pyridyl)benzonitrile